Cl.CN(C=1N=NC=CC1)C N,N-dimethylpyridazin-3-amine hydrochloride